((1H-benzo[d][1,2,3]triazol-1-yl)oxy)tris(dimethylamino)phosphonium N1(N=NC2=C1C=CC=C2)O[P+](N(C)C)(N(C)C)N(C)C